FC(C(=O)N1CC(C1)N1N=C(C=2C1=NC(=CN2)OC)C2=CC=C(C=C2)C(F)(F)F)=C 2-fluoro-1-(3-(6-methoxy-3-(4-(trifluoromethyl)phenyl)-1H-pyrazolo[3,4-b]pyrazin-1-yl)-azetidin-1-yl)prop-2-en-1-one